BrC(C#N)=C1CCN(CC1)C(=O)N1CCCCC1 2-bromo-2-[1-(piperidine-1-carbonyl)piperidin-4-ylidene]acetonitrile